2,2,3,3,5,5,6,6-octafluoro-morpholine FC1(C(NC(C(O1)(F)F)(F)F)(F)F)F